azetidin-1-yl-methanone N1(CCC1)C=O